4-(3-((2-(4-(difluoromethoxy)phenyl)-8-methoxy-2,3-dihydrobenzo[b][1,4]dioxin-6-yl)methyl)imidazo[1,2-b]pyridazin-7-yl)-2-methylbut-3-yn-2-amine FC(OC1=CC=C(C=C1)C1COC2=C(O1)C(=CC(=C2)CC2=CN=C1N2N=CC(=C1)C#CC(C)(N)C)OC)F